N-ethyl-N-isopropylcarbamate C(C)N(C([O-])=O)C(C)C